CC1=NC2=CC=CC(=C2C(N1)=O)CCCCCCCCN1CCC(CC1)N1CCN(CC1)C 2-Methyl-5-(8-(4-(4-methylpiperazin-1-yl)piperidin-1-yl)octyl)-4-oxoquinazoline